O1C(=NC2=C1C=CC=C2)C=2C(=CC(=C(C#N)C2)N2C1=CC=CC=C1C=1C=C(C=CC21)C2=CC=C(C=C2)N(C2=CC=CC=C2)C2=CC=CC=C2)N2C1=CC=CC=C1C=1C=C(C=CC21)C2=CC=C(C=C2)N(C2=CC=CC=C2)C2=CC=CC=C2 5-(benzo[d]oxazol-2-yl)-2,4-bis(3-(4-(diphenylamino)phenyl)-9H-carbazol-9-yl)benzonitrile